N-(3-(1H-Imidazol-1-yl)-5-methylphenyl)-6-(trifluoromethyl)quinolin-4-amine N1(C=NC=C1)C=1C=C(C=C(C1)C)NC1=CC=NC2=CC=C(C=C12)C(F)(F)F